5-hydroxy-N-(4-oxo-3-(2-(trifluoromethyl)phenethyl)-3,4-dihydroquinazolin-5-yl)-6-(trifluoromethyl)picolinamide OC=1C=CC(=NC1C(F)(F)F)C(=O)NC1=C2C(N(C=NC2=CC=C1)CCC1=C(C=CC=C1)C(F)(F)F)=O